C(CCC1=C(C(OC2=C(C(=CC=C12)O)O)=N)C(=O)N)C1=C(C(OC2=C(C(=CC=C12)O)O)=N)C(=O)N (propane-1,3-diyl)bis(7,8-dihydroxy-2-imino-2H-chromene-3-carboxamide)